(2S)-2-{[(2R)-1-[(tert-butoxy)carbonyl]pyrrolidin-2-yl]formamido}-4-methylpentanoic acid C(C)(C)(C)OC(=O)N1[C@H](CCC1)C(=O)N[C@H](C(=O)O)CC(C)C